N1=C(N=CC=C1)C#CC=1C=C(N)C=CC1 3-(2-pyrimidin-2-ylethynyl)aniline